FC1=C(OC2=C(N=C(S2)C#N)C)C=CC(=C1)N1N=C2N(C1=O)[C@@H](CC2)C2=CC=CC=C2 5-[2-fluoro-4-[(5S)-3-oxo-5-phenyl-6,7-dihydro-5H-pyrrolo[2,1-c][1,2,4]triazol-2-yl]phenoxy]-4-methyl-thiazole-2-carbonitrile